NC1=C(C=CC(=N1)C(=O)O)N1CCCCC1 6-amino-5-(piperidin-1-yl)picolinic acid